diglycolic acid zinc salt [Zn+2].C(COCC(=O)[O-])(=O)[O-]